2-((6-bromo-3-methylquinolin-4-yl)(methyl)amino)-4-(4-fluorophenyl)thiazole-5-carbonitrile BrC=1C=C2C(=C(C=NC2=CC1)C)N(C=1SC(=C(N1)C1=CC=C(C=C1)F)C#N)C